C1(=CC(=CC=C1)C1(C(C=CC=C1)NC1=CC=CC=C1)N)C1=CC=CC=C1 1-[1,1'-biphenyl]-3-yl-N2-phenyl-1,2-benzenediamine